C1(=CC=CC=C1)N1N=CC=C1C(=O)O phenyl-2H-pyrazole-3-carboxylic acid